3-bromo-6-[(1R)-1-methylbut-3-enyloxy]-5-(trifluoromethyl)pyridine-2-carboxylic acid BrC=1C(=NC(=C(C1)C(F)(F)F)O[C@@H](CC=C)C)C(=O)O